COC(CC\C=C\CC=C)=O (4E)-4,7-octadienoic acid methyl ester